(7S,14S)-9-(2,6-difluorophenyl)-14-fluoro-3,7-dimethyl-18-thia-2,4,5,8-tetrazatetracyclo[8.8.0.02,6.011,17]octadeca-1(10),3,5,8,11(17)-pentaene FC1=C(C(=CC=C1)F)C1=N[C@H](C2=NN=C(N2C=2SC=3CC[C@H](CCC3C12)F)C)C